CC1(O[C@H]2[C@@H](O1)[C@@H]([C@@H]1[C@]2(C1)C=C)N1C=CC2=C1N=CN=C2N)C 7-((3aR,3bS,4aS,5R,5aS)-2,2-dimethyl-3b-vinylhexahydrocyclopropa[3,4]cyclopenta[1,2-d][1,3]dioxol-5-yl)-7H-pyrrolo[2,3-d]pyrimidin-4-amine